4-amino-N,N-diethylbenzamide CCN(CC)C(=O)C1=CC=C(C=C1)N